2-methoxy-1,3-dioxolane COC1OCCO1